C1(CC1)N1C[C@@H](N(C[C@@H]1C)C1CCN(CC1)C1=C(C=C(C(=C1)OC)NC1=NC=NC(=C1)N1OCC[C@@H]1C1=C(C(=CC=C1)C)F)NC(C=C)=O)C N-(2-(4-((2S,5S)-4-cyclopropyl-2,5-dimethylpiperazine-1-yl)piperidine-1-yl)-5-((6-((R)-3-(2-fluoro-3-methylphenyl)isoxazolidine-2-yl)pyrimidine-4-yl)amino)-4-methoxyphenyl)acrylamide